Dimethylvinylsilyl difluorophosphate P(=O)(O[SiH2]C=C(C)C)(F)F